ClC=1C=C2C(=NC1)NC=C2S(=O)(=O)NC2=CC=C(C=C2)C#N 5-chloro-N-(4-cyanophenyl)-1H-pyrrolo[2,3-b]pyridine-3-sulfonamide